2,3,3-trimethyl-1-indanone CC1C(C2=CC=CC=C2C1(C)C)=O